C1CC=C(C1)C2=CCCC2 Bicyclopentene